ClC1=NC=C(C(=O)[O-])C=C1F 6-chloro-5-fluoronicotinate